(2R)-2-(5-chloro-2-oxo-2,3-dihydro-1H-indol-1-yl)propanamide ClC=1C=C2CC(N(C2=CC1)[C@@H](C(=O)N)C)=O